FC1=C(C(=CC=C1)F)N1N=CC=2C1=NC(=NC2)C(=O)O 1-(2,6-difluorophenyl)pyrazolo[3,4-d]pyrimidine-6-carboxylic acid